FC(C(CC[C@@H](C=1N=C2N(N=CC(=C2)C=C)C1)NC(OC(C)(C)C)=O)(C)C)(F)F tert-Butyl (S)-(5,5,5-trifluoro-4,4-dimethyl-1-(7-vinylimidazo[1,2-b]pyridazin-2-yl)pentyl)carbamate